((1r,4r)-4-aminocyclohexyloxy)quinoline-8-carbonitrile NC1CCC(CC1)OC1=NC2=C(C=CC=C2C=C1)C#N